C12(CC(C1)C2)NC2[C@@H](N(CC2)C(=O)OC(C)(C)C)C tert-Butyl (2S)-3-(bicyclo[1.1.1]pentan-1-ylamino)-2-methylpyrrolidine-1-carboxylate